C(C)(C)(C)OC(=O)N[C@H]1C([C@H](C1)C(=O)O)(C)C (1S,3R)-3-[(tert-Butoxycarbonyl)amino]-2,2-dimethylcyclobutane-1-carboxylic acid